1,3,5,7-tetra(4-aminophenyl)adamantane NC1=CC=C(C=C1)C12CC3(CC(CC(C1)(C3)C3=CC=C(C=C3)N)(C2)C2=CC=C(C=C2)N)C2=CC=C(C=C2)N